(1S)-4-bromo-7-(difluoromethylsulfanyl)-2,2-difluoro-indan-1-ol BrC1=C2CC([C@H](C2=C(C=C1)SC(F)F)O)(F)F